The molecule is an isothiocyanate having a phenethyl group attached to the nitrogen. It is a naturally occurring compound found in some cruciferous vegetables (e.g. watercress) and is known to possess anticancer properties. It has a role as an antineoplastic agent, a metabolite and an EC 1.2.1.3 [aldehyde dehydrogenase (NAD(+))] inhibitor. C1=CC=C(C=C1)CCN=C=S